Tert-butyl (R)-4-(2-(4-(9-benzyl-6-(1-methylcyclopropoxy)-9H-purin-8-yl)-3-chlorophenoxy)ethyl)-2-methylpiperazine-1-carboxylate C(C1=CC=CC=C1)N1C2=NC=NC(=C2N=C1C1=C(C=C(OCCN2C[C@H](N(CC2)C(=O)OC(C)(C)C)C)C=C1)Cl)OC1(CC1)C